C(CCCC(C)C)(=O)O isoheptanic acid